(2'',5''-diphenyl-[1,1':4',1'']terphenyl-4-yl)-(4-phenanthren-9-yl-phenyl)-phenyl-amine C1(=CC=CC=C1)C1=C(C=C(C=C1)C1=CC=CC=C1)C1=CC=C(C=C1)C1=CC=C(C=C1)N(C1=CC=CC=C1)C1=CC=C(C=C1)C=1C2=CC=CC=C2C=2C=CC=CC2C1